O=C1N(CCC(N1)=O)C=1C=C(C(=NC1)C=O)O 5-(2,4-Dioxotetrahydropyrimidin-1(2H)-yl)-3-hydroxypicolinaldehyde